F[C@@H](C(=O)NC1=C(C=C(C=C1)CCC1=CC=C(C=C1)C(F)(F)F)N1CCCCC1)[C@@H](CCCCC)F (2S,3R)-2,3-difluoro-N-(2-(piperidin-1-yl)-4-(4-(trifluoromethyl)phenethyl)phenyl)octanamide